methyl 3-((diethoxyphosphoryl)methyl)isoquinoline-6-carboxylate C(C)OP(=O)(OCC)CC=1N=CC2=CC=C(C=C2C1)C(=O)OC